2-chloro-1-(7-(4-fluorobenzyl)-6-hydroxy-2,3-dihydro-1H-pyrido[2,3-b][1,4]oxazin-1-yl)ethan-1-one ClCC(=O)N1C2=C(OCC1)N=C(C(=C2)CC2=CC=C(C=C2)F)O